(S)-N-(1-(4-Cyanophenyl)ethyl)-6-((1-((1-hydroxy-2-methylpropan-2-yl)sulfonyl)cyclopropyl)methyl)-1-methyl-7-oxo-4,5,6,7-tetrahydro-1H-pyrazolo[3,4-c]pyridine-3-carboxamide C(#N)C1=CC=C(C=C1)[C@H](C)NC(=O)C1=NN(C=2C(N(CCC21)CC2(CC2)S(=O)(=O)C(CO)(C)C)=O)C